F[C@@H]1CN(CC1)CC1=CC=C(N=N1)C1=C(C=C(C=C1C)C(F)(F)F)O (S)-2-(6-((3-Fluoropyrrolidin-1-yl)methyl)pyridazin-3-yl)-3-methyl-5-(trifluoromethyl)phenol